N(=[N+]=[N-])C\C=C/CCCCC (Z)-1-azidooct-2-ene